7-Bromo-4-(2-fluoro-5-(trifluoromethoxy)benzyl)-3,4-dihydropyrido[3,2-f][1,4]oxazepin-5(2H)-one BrC1=CC=2C(N(CCOC2N=C1)CC1=C(C=CC(=C1)OC(F)(F)F)F)=O